FC1=C(OC2=NC=CC=C2C2=NC(=NC=C2)N[C@@H]2CN(CCC2)C(=O)OC(C)(C)C)C=CC=C1NCC(C(F)(F)F)O tert-Butyl (3S)-3-((4-(2-(2-fluoro-3-((3,3,3-trifluoro-2-hydroxypropyl)amino) phenoxy)pyridin-3-yl)pyrimidin-2-yl)amino)piperidine-1-carboxylate